BrC1=CC=C(C=C1)CN (S)-(-)-1-(4-bromophenyl)methylamine